BrC=1C(N(C=C(C1)C(F)(F)F)C)=O 3-bromo-1-methyl-5-(trifluoromethyl)pyridin-2(1H)-one